NC1=NNC2=C1C(=NC=C2C2=CC=C(C=N2)C2CCN(CC2)C(=O)OC(C)(C)C)C2=CC=C(C=C2)CNC(C2=C(C=CC(=C2)F)OC)=O tert-butyl 4-(6-(3-amino-4-(4-((5-fluoro-2-methoxybenzamido)methyl)phenyl)-1H-pyrazolo[4,3-c]pyridin-7-yl)pyridin-3-yl)piperidine-1-carboxylate